O1CC=CC2=C3C(=C4C(=C12)C=CC=C4)C=CC=C3 2H-dibenzo[f,h]chromene